N1-(2,5-dichloropyrimidin-4-yl)-N1-methylbenzene-1,2-diamine ClC1=NC=C(C(=N1)N(C=1C(=CC=CC1)N)C)Cl